(1S,3aR,6aS)-N-((S)-1-cyano-2-((R)-2-oxopiperidin-3-yl)ethyl)-2-(4-fluoro-7-difluoromethyl-1H-indole-2-carbonyl)-5,5-difluorooctahydrocyclopenta[c]pyrrole-1-carboxamide C(#N)[C@H](C[C@@H]1C(NCCC1)=O)NC(=O)[C@H]1N(C[C@H]2[C@@H]1CC(C2)(F)F)C(=O)C=2NC1=C(C=CC(=C1C2)F)C(F)F